ClC1=C(C=C(C=2C3=C(NC12)CCN([C@@H]3C)C(=O)C3=NC=C(C=N3)OC)OC(F)F)Cl (R)-(6,7-dichloro-9-(difluoromethoxy)-1-methyl-1,3,4,5-tetrahydro-2H-pyrido[4,3-b]indol-2-yl)(5-methoxypyrimidin-2-yl)methanone